1-Ethyl-3-Methylimidazole diethyl-phosphate C(C)OP(=O)(OCC)O.C(C)N1CN(C=C1)C